2-[4-[7-benzyl-2-[2-(dimethylamino)ethoxy]-6,8-dihydro-5H-pyrido[3,4-d]pyrimidin-4-yl]piperazin-2-yl]ethanol C(C1=CC=CC=C1)N1CC=2N=C(N=C(C2CC1)N1CC(NCC1)CCO)OCCN(C)C